C(CCCCCCCCCCCCCCCCCCC)(=O)OC([C@@H](N)CO)=O seryl arachidate